N-{(2S,3R,4S)-1-(cyclopropanecarbonyl)-2-[(2,2'-difluoro[1,1'-biphenyl]-3-yl)-methyl]4-fluoropyrrolidin-3-yl}methane-sulfonamide C1(CC1)C(=O)N1[C@H]([C@H]([C@H](C1)F)NS(=O)(=O)C)CC=1C(=C(C=CC1)C1=C(C=CC=C1)F)F